pentylene glycol diethyl ether C(C)OCCCCCOCC